C(CCC)C1=C(NC2=CC(=CC=C12)C(C#N)(C1=CC=C(C=C1)C)C1=CC=C(C=C1)O)C 2-(3-Butyl-2-methyl-1H-indol-6-yl)-2-(4-hydroxyphenyl)-2-(p-tolyl)acetonitrile